6-(4-fluorophenyl)-3-(4-methoxybenzyl)-1,3-dihydro-2H-imidazo[4,5-b]pyridin-2-one FC1=CC=C(C=C1)C=1C=C2C(=NC1)N(C(N2)=O)CC2=CC=C(C=C2)OC